(2s,5r)-5-((tert-butoxycarbonyl)amino)-3-methoxytetrahydro-2H-pyran-2-carboxylic acid C(C)(C)(C)OC(=O)N[C@@H]1CC([C@H](OC1)C(=O)O)OC